[Pd].C(CN(CC(=O)O)CC(=O)O)N(CC(=O)O)CC(=O)O ethylenediaminetetraacetic acid palladium